thiocarbonylbis-2(1H)-pyridone C(=S)(N1C(C=CC=C1)=O)N1C(C=CC=C1)=O